(S)-2-(((benzyloxy)carbonyl)amino)-5-(cyclopropylamino)-5-oxopentanoic acid benzyl ester C(C1=CC=CC=C1)OC([C@H](CCC(=O)NC1CC1)NC(=O)OCC1=CC=CC=C1)=O